CN1C(N(CC=2C1=NC(=NC2)NC2=CC=C(C=C2)N2CCN(CC2)C)[C@H]2CCN(C1=CC=CC=C21)C(=O)OC(C)(C)C)=O tert-butyl (4S)-4-[1-methyl-7-[4-(4-methylpiperazin-1-yl)anilino]-2-oxo-4H-pyrimido[4,5-d]pyrimidin-3-yl]-3,4-dihydro-2H-quinoline-1-carboxylate